BrC=1C=C2C(=NC1)NC(=C2)C(=O)OC methyl 5-bromo-1H-pyrrolo[2,3-b]pyridine-2-carboxylate